OCC1=C(C=C(COCCCCN2C(C=CC2=O)=O)C=C1)[N+](=O)[O-] 1-(4-((4-(hydroxymethyl)-3-nitrobenzyl)oxy)butyl)-1H-pyrrole-2,5-dione